BrC1=C(C=C(C=C1)OC(F)(F)F)C 1-bromo-2-methyl-4-(trifluoromethoxy)benzene